N-ethylthiazole-4-carboxamide C(C)NC(=O)C=1N=CSC1